METHYL 4-HYDROXYBICYCLO[2.2.2]OCTANE-1-CARBOXYLATE OC12CCC(CC1)(CC2)C(=O)OC